BrC1=CC=C(CN(C=O)OC2OCCCC2)C=C1 N-(4-bromobenzyl)-N-(tetrahydro-2H-pyran-2-yloxy)carboxamide